5-[[3-[4-Chloro-5-methyl-3-(trifluoromethyl)pyrazol-1-yl]benzoyl]amino]-1,3-benzodioxole-4-carboxylic acid ClC=1C(=NN(C1C)C=1C=C(C(=O)NC2=C(C3=C(OCO3)C=C2)C(=O)O)C=CC1)C(F)(F)F